4-methyl-1-[2-(4-methylsulfonyl-piperazin-1-yl)propyl]-5-[[3-[7-(2,2,2-trifluoroethyl)quinazolin-4-yl]-3,9-diazaspiro[5.5]undecan-9-yl]methyl]indole-3-carbonitrile CC1=C2C(=CN(C2=CC=C1CN1CCC2(CCN(CC2)C2=NC=NC3=CC(=CC=C23)CC(F)(F)F)CC1)CC(C)N1CCN(CC1)S(=O)(=O)C)C#N